1-[(5-Fluoro-1-methyl-1H-pyrazol-4-yl)(1-methylpiperidin-3-yl)sulfamoyl]-3-{2-methyl-4H,5H,6H-cyclopenta[b]thiophen-3-yl}urea FC1=C(C=NN1C)N(S(=O)(=O)NC(=O)NC=1C2=C(SC1C)CCC2)C2CN(CCC2)C